ClC1=C(C(=C(N=N1)OC1=C(C=C(C=C1)F)C)C(=O)OC)C methyl 6-chloro-3-(4-fluoro-2-methylphenoxy)-5-methylpyridazine-4-carboxylate